(E)-N-(4-(2-(3-(dicyanomethylene)-5,5-dimethylcyclohex-1-en-1-yl)vinyl)phenyl)formamide tert-butyl-6-[4-(4-aminophenyl)-1-piperidyl]-3,4-dihydro-1H-isoquinoline-2-carboxylate C(C)(C)(C)OC(=O)N1CC2=CC=C(C=C2CC1)N1CCC(CC1)C1=CC=C(C=C1)N.C(#N)C(=C1C=C(CC(C1)(C)C)/C=C/C1=CC=C(C=C1)NC=O)C#N